2-fluoro-5-((6-fluoro-4-vinyl-1H-indol-5-yl)oxy)benzonitrile FC1=C(C#N)C=C(C=C1)OC=1C(=C2C=CNC2=CC1F)C=C